C(C1=CC=CC=C1)NC1=C2N=CN(C2=NC(=N1)C=1C=NC(=C(C1)C)C)[C@H]1[C@@H]([C@@H]([C@H](O1)C(=O)NC([2H])([2H])[2H])O)O (2S,3S,4R,5R)-5-(6-(benzylamino)-2-(5,6-dimethylpyridin-3-yl)-9H-purin-9-yl)-3,4-dihydroxyl-N-(methyl-d3)-tetrahydrofuran-2-formamide